2-(3-amino-1-bicyclo[1.1.1]pentyl)acetonitrile hydrochloride Cl.NC12CC(C1)(C2)CC#N